C(CC(C)O)O.[Na].[Na] disodium 1,3-butanediol